N,N-dioctylamine C(CCCCCCC)NCCCCCCCC